N-(2-methoxyethyl)-4-(1-phenyl-2,3-dihydro-1H-benzo[d]pyrrolo[1,2-a]imidazol-7-yl)benzamide COCCNC(C1=CC=C(C=C1)C1=CC2=C(N=C3N2C(CC3)C3=CC=CC=C3)C=C1)=O